4-[3-hydroxy-2-(5H-imidazo[1,5-b]isoindol-5-yl)-7-azaspiro[3.5]nonan-7-yl]-N,N-dimethyl-4-oxo-butanamide OC1C(CC12CCN(CC2)C(CCC(=O)N(C)C)=O)C2N1C(C=3C=CC=CC23)=CN=C1